3-(3-((S or R)-1-(((S)-phenyl((R)-1,2,3,4-tetrahydro-1,5-naphthyridin-3-yl)methyl)amino)propan-2-yl)phenyl)oxetane-3-carboxylic acid C1(=CC=CC=C1)[C@H]([C@H]1CNC2=CC=CN=C2C1)NC[C@@H](C)C=1C=C(C=CC1)C1(COC1)C(=O)O |o1:19|